3-Cyclopentyl-hexan-3-ol C1(CCCC1)C(CC)(CCC)O